(3S,9aS)-3-(4-chlorobenzyl)-2-(1-(pyridin-2-yl)piperidin-4-yl)octahydro-2H-pyrido[1,2-a]pyrazine 2,2,2-trifluoroacetate FC(C(=O)O)(F)F.ClC1=CC=C(C[C@@H]2N(C[C@H]3N(C2)CCCC3)C3CCN(CC3)C3=NC=CC=C3)C=C1